FC1=C(N)C=C(C(=C1C)S(=O)(=O)C)B1OC(C(O1)(C)C)(C)C 2-Fluoro-3-methyl-4-(methylsulfonyl)-5-(4,4,5,5-tetramethyl-1,3,2-dioxaborolan-2-yl)aniline